3-(5-((4-(3,3-Dimethylbutanoyl)-3-hydroxy-2-methylphenoxy)methyl)-1,2,4-oxadiazol-3-yl)benzoic acid CC(CC(=O)C1=C(C(=C(OCC2=NC(=NO2)C=2C=C(C(=O)O)C=CC2)C=C1)C)O)(C)C